C1(C=CC=C1)[Ti](C1=C(C=C(C=C1F)CN1C(=CC=C1C)C)F)(C1=C(C=C(C=C1F)CN1C(=CC=C1C)C)F)C1C=CC=C1 di(cyclopentadienyl)-bis[2,6-difluoro-4-((2,5-dimethyl-1H-pyrrol-1-yl)methyl)phenyl]titanium